N=1C(NC=CC1)=O Pyrimidin-2(3H)-one